P(=O)(OCC(CCCC)CC)([O-])[O-] mono-2-ethylhexyl phosphate